N-Benzyl-4-((5-((3S,4S)-4-((tert-butylsulfinyl)amino)-3-methyl-2-oxa-8-azaspiro[4.5]decane-8-yl)pyrazin-2-yl)thio)-3-chloropicolinamide C(C1=CC=CC=C1)NC(C1=NC=CC(=C1Cl)SC1=NC=C(N=C1)N1CCC2([C@@H]([C@@H](OC2)C)NS(=O)C(C)(C)C)CC1)=O